N-((1s,3s)-3-(6-(((1-((1-((2-(2,6-dioxopiperidin-3-yl)-1,3-dioxoisoindoline-5-yl)glycyl)piperidin-4-yl)methyl)piperidin-4-yl)methyl)amino)-9H-purin-9-yl)cyclobutyl)acetamide O=C1NC(CC[C@@H]1N1C(C2=CC=C(C=C2C1=O)NCC(=O)N1CCC(CC1)CN1CCC(CC1)CNC1=C2N=CN(C2=NC=N1)C1CC(C1)NC(C)=O)=O)=O